2-acetamido-propionic acid C(C)(=O)NC(C(=O)O)C